C(C)C(CCC)P(C(CCC)CC)C(CCC)CC tri(ethyl-n-butyl)phosphine